COC1=CC=C(C=C1)S(=O)(=O)N 4-methoxybenzenesulfonamide